OC=1C=C2CC[C@@H]([C@@H](C2=CC1)C1=CC=C(C=C1)N1CCN(CC1)CCCC=1C=C2CN(C(C2=CC1)=O)C1C(NC(CC1)=O)=O)C1=CC=CC=C1 3-(5-(3-(4-(4-((1R,2S)-6-hydroxy-2-phenyl-1,2,3,4-tetrahydronaphthalene-1-yl)Phenyl)piperazin-1-yl)propyl)-1-oxoisoindoline-2-yl)piperidine-2,6-dione